3-(4-((1-ethyl-3-phenyl-1H-indazol-6-yl)methoxy)phenyl)butanoic acid C(C)N1N=C(C2=CC=C(C=C12)COC1=CC=C(C=C1)C(CC(=O)O)C)C1=CC=CC=C1